N-cyclopropyl-4-methyl-3-{1-[6-(piperidine-4-sulfonyl)imidazo[1,2-a]pyridin-3-yl]-1H-pyrazol-4-yl}benzamide C1(CC1)NC(C1=CC(=C(C=C1)C)C=1C=NN(C1)C1=CN=C2N1C=C(C=C2)S(=O)(=O)C2CCNCC2)=O